1-carboxyl-4-(trans-4-pentylcyclohexyl)benzene C(=O)(O)C1=CC=C(C=C1)[C@@H]1CC[C@H](CC1)CCCCC